(S)-3-(3-bromo-5-chlorophenyl)-1-(methylsulfonyl)piperazine hydrochloride Cl.BrC=1C=C(C=C(C1)Cl)[C@H]1CN(CCN1)S(=O)(=O)C